CS(=O)(=O)P1(=NP(=NP(=N1)(F)F)(F)F)F methyl-sulfonyl-(pentafluoro)cyclotriphosphazene